C(C)(C)(C)OC(=O)NC1CCN(CC1)C(CCNC(OCC1=CC=CC=C1)=O)=O benzyl (3-(4-((tert-butoxycarbonyl)amino)piperidin-1-yl)-3-oxopropyl)carbamate